nickel butyl (2-ethylhexyl) phosphate P(=O)(OCCCC)(OCC(CCCC)CC)[O-].[Ni+2].C(CCC)OP(=O)(OCC(CCCC)CC)[O-]